4-hydroxyphenyl-potassium trifluoroborate B(F)(F)F.OC1=CC=C(C=C1)[K]